(3-(5-bromo-2-methoxyphenyl)isoOxazol-5-yl)methanol BrC=1C=CC(=C(C1)C1=NOC(=C1)CO)OC